2-(Isoquinoline-7-yl)aniline C1=NC=CC2=CC=C(C=C12)C1=C(N)C=CC=C1